ClC1=C(C=CC=C1)[C@]1([C@H](CCCC1)N[C@@H](C)C1=CC=C(C=C1)OC)NC (1R,2S)-1-(2-chlorophenyl)-N2-((S)-1-(4-methoxyphenyl)ethyl)-N1-methylcyclohexane-1,2-diamine